(R)-2-amino-3-sulfonylpropionic acid N[C@H](C(=O)O)C=S(=O)=O